(S)-N-[5-[2-cyano-5-[(3S)-1-(2-methoxyethyl)pyrrolidin-3-yl]oxy-4-pyridyl]pyrazolo[1,5-a]pyridin-2-yl]cyclopropanecarboxamide C(#N)C1=NC=C(C(=C1)C1=CC=2N(C=C1)N=C(C2)NC(=O)C2CC2)O[C@@H]2CN(CC2)CCOC